(2R,3'R,4'S,5'R,6'R)-6'-(hydroxymethyl)-6-methoxy-3',4',5',6'-tetrahydrospiro[chromane-2,2'-pyran]-3',4',5'-triol OC[C@@H]1[C@@H]([C@@H]([C@H]([C@]2(O1)OC1=CC=C(C=C1CC2)OC)O)O)O